Bis(4-naphthalen-1-yl-phenyl)4'-(7-azabenzoxazol-2-yl)-biphenyl-4-yl-amine C1(=CC=CC2=CC=CC=C12)C1=CC=C(C=C1)N(C1=CC=C(C=C1)C1=CC=C(C=C1)C=1OC2=C(N1)C=CC=N2)C2=CC=C(C=C2)C2=CC=CC1=CC=CC=C21